NC=1NC(C=2N(C(N(C2N1)[C@@H]1O[C@@H]([C@H]([C@H]1O)F)CO)=O)CC1=CC(=CC=C1)F)=O 2-Amino-9-((2R,3S,4S,5R)-4-fluoro-3-hydroxy-5-(hydroxymethyl)tetrahydrofuran-2-yl)-7-(3-fluorobenzyl)-7,9-dihydro-1H-purin-6,8-dion